(2R)-N1,N1-dimethylpropane-1,2-diamine CN(C[C@@H](C)N)C